BrC1=C(C(=C(C=2C(C=C3[Se]C=4C=C(C=CC4N=C3C21)N(CC)CC)=NCC2=CC=C(C(=O)O)C=C2)Br)Br)Br 4-(((1,2,3,4-tetrabromo-9-(diethylamino)-5H-benzophenoselenazine-5-ylidene)amino)methyl)benzoic acid